Ethyl 4-(2-tert-butoxy-1-cyano-1-methyl-2-oxo-ethyl)-6-chloro-5-fluoro-pyridine-3-carboxylate C(C)(C)(C)OC(C(C)(C#N)C1=C(C=NC(=C1F)Cl)C(=O)OCC)=O